[C@@H]12CN(C[C@H]2CC1)C1=C(C(=O)NC2=CC(=NC=C2)S(N)(=O)=O)C=C(C=N1)C(F)(F)F 2-((1R,5S)-3-azabicyclo[3.2.0]heptan-3-yl)-N-(2-sulfamoyl-pyridin-4-yl)-5-(trifluoromethyl)nicotinamide